C(#N)C1N(CSC1)C(CNC(=O)C1=CC=NC2=CC=C(C=C12)CCCOC)=O N-(2-(4-cyanothiazolidin-3-yl)-2-oxoethyl)-6-(3-methoxypropyl)quinoline-4-carboxamide